2-((1r,4S)-4-ethoxycyclohexylamino)-4-((S)-tetrahydrofuran-3-ylamino)pyrimidine-5-carbonitrile C(C)OC1CCC(CC1)NC1=NC=C(C(=N1)N[C@@H]1COCC1)C#N